N-dimethylaminoethyl-methacrylamide hydrochloride Cl.CN(C)CCNC(C(=C)C)=O